3-Hydroxy-4-[[3-[(E)-3-oxo-3-phenylprop-1-enyl]phenyl]diazenyl]naphthalene-2,7-disulfonic acid OC=1C(=CC2=CC(=CC=C2C1N=NC1=CC(=CC=C1)\C=C\C(C1=CC=CC=C1)=O)S(=O)(=O)O)S(=O)(=O)O